1-(5-(4-(pyrrolidin-1-yl)-2-(trifluoromethyl)benzyl)octahydro-pyrrolo[3,4-c]pyrrole-2-carbonyl)-1H-pyrazole-3-carboxylic acid N1(CCCC1)C1=CC(=C(CN2CC3C(C2)CN(C3)C(=O)N3N=C(C=C3)C(=O)O)C=C1)C(F)(F)F